O1P(OSSSSSSSSSSS1)(=O)OP(=O)([O-])OP(=O)([O-])[O-].[Li+].[Li+].[Li+] lithium undecathio triphosphate